Nalpha-tosyl-L-lysine S(=O)(=O)(C1=CC=C(C)C=C1)N[C@@H](CCCCN)C(=O)O